BrC1=CC(=C(C=C1)C=1OC2=C(C=CC=C2C(C1)=O)Cl)OC1CCN(CC1)S(=O)(=O)C1CC1 2-[4-bromo-2-[(1-cyclopropylsulfonyl-4-piperidinyl)oxy]phenyl]-8-chloro-chromen-4-one